C(C)(C)(C)OC(NCCCCCCCNC1=NC(=CC=C1C(NC=1SC(=C(N1)C)C)=O)Cl)=O (7-((6-chloro-3-((4,5-dimethylthiazol-2-yl)carbamoyl)pyridin-2-yl)amino)heptyl)carbamic acid tert-butyl ester